((2R,3S,4R,5R)-5-(4-aminopyrrolo[2,1-f][1,2,4]triazin-7-yl)-5-cyano-3,4-dihydroxytetrahydrofuran-2-yl) benzoate C(C1=CC=CC=C1)(=O)O[C@H]1O[C@@]([C@@H]([C@@H]1O)O)(C#N)C1=CC=C2C(=NC=NN21)N